tert-butyl 4-(2-methyl-1,7-dioxo-4-(((2,4,6-triisopropylphenyl)sulfonyl)oxy)-1,7-dihydropyrido[3,4-d]pyridazin-6(2H)-yl)piperidine-1-carboxylate CN1N=C(C=2C(C1=O)=CC(N(C2)C2CCN(CC2)C(=O)OC(C)(C)C)=O)OS(=O)(=O)C2=C(C=C(C=C2C(C)C)C(C)C)C(C)C